O=C1N(CCCC1)CCC#N 3-(2-oxopiperidin-1-yl)propanenitrile